3-Iodo-5-methoxybenzonitrile IC=1C=C(C#N)C=C(C1)OC